N-(2-methoxy-4-(1-methyl-1H-1,2,3-triazol-5-yl)phenyl)-8-(4-methoxy-4-methylpiperidin-1-yl)-6-methylpyrido[3,4-d]pyrimidin-2-amine COC1=C(C=CC(=C1)C1=CN=NN1C)NC=1N=CC2=C(N1)C(=NC(=C2)C)N2CCC(CC2)(C)OC